8-isopropyl-5-((2R,3S)-2-methyl-3-((methanesulfonyl)methyl)azetidin-1-yl)quinazoline C(C)(C)C=1C=CC(=C2C=NC=NC12)N1[C@@H]([C@H](C1)CS(=O)(=O)C)C